O=C1NC[C@@H]2CN(CC[C@@H]21)C(=O)OC(C)(C)C tert-butyl (3aR,7aS)-1-oxooctahydro-5H-pyrrolo[3,4-c]pyridine-5-carboxylate